COC(=O)C1CCN(CC1)CC1=C(C=C(C=C1C)N1CC(C1)(F)C1=C(C=CC=C1Cl)Cl)C 1-(4-(3-(2,6-dichlorophenyl)-3-fluoroazetidin-1-yl)-2,6-dimethylbenzyl)piperidine-4-carboxylic acid methyl ester